5-(((2S,4r)-4-((6-methoxypyrimidin-4-yl)oxy)-2-methylpyrrolidin-1-yl)methyl)thiazol-4-d-2-amine hydrochloride Cl.COC1=CC(=NC=N1)O[C@@H]1C[C@@H](N(C1)CC1=C(N=C(S1)N)[2H])C